methyl 2-({(3R,6R)-1-[(6-methoxy-2-pyrimidin-2-ylpyridin-3-yl)carbonyl]-6-methylpiperidin-3-yl} oxy)pyridine-4-carboxylate COC1=CC=C(C(=N1)C1=NC=CC=N1)C(=O)N1C[C@@H](CC[C@H]1C)OC1=NC=CC(=C1)C(=O)OC